FC(C1=C(C=CC(=C1)C#CC(=O)N)C1=CC=CC=C1)(F)F 3-[2-(trifluoromethyl)[1,1'-biphenyl]-4-yl]prop-2-ynamide